(5-(2-amino-4-methyl-8-((tetrahydro-2H-pyran-4-yl)methoxy)quinazolin-6-yl)-2-methoxypyridin-3-yl)-2,4-difluorobenzenesulfonamide NC1=NC2=C(C=C(C=C2C(=N1)C)C=1C=C(C(=NC1)OC)C=1C(=C(C=CC1F)S(=O)(=O)N)F)OCC1CCOCC1